N-[5-(1H-benzimidazol-2-yl)-1-[(4-methoxyphenyl)methyl]-1,2,4-triazol-3-yl]-3-chloro-4-methoxy-benzamide N1C(=NC2=C1C=CC=C2)C2=NC(=NN2CC2=CC=C(C=C2)OC)NC(C2=CC(=C(C=C2)OC)Cl)=O